S(N)(OC[C@@H]1[C@H](C[C@@H](C1)NC1=NC=NC=C1C(=O)C=1SC=C(C1)CN1C=NC2=C1C=CC=C2)O)(=O)=O {(1R,2S,4R)-4-[(5-{[4-(1H-benzimidazol-1-ylmethyl)-2-thienyl]carbonyl}pyrimidin-4-yl)amino]-2-hydroxycyclopentyl}methyl sulfamate